5-[5-cyano-2-[(3S)-3-(morpholinomethyl)-3,4-dihydro-1H-isoquinoline-2-carbonyl]phenyl]-N-(4-hydroxyphenyl)-N-[(2-methoxyphenyl)methyl]-1,2-dimethyl-pyrrole-3-carboxamide C(#N)C=1C=CC(=C(C1)C1=CC(=C(N1C)C)C(=O)N(CC1=C(C=CC=C1)OC)C1=CC=C(C=C1)O)C(=O)N1CC2=CC=CC=C2C[C@H]1CN1CCOCC1